2,4-DIFLUORO-3-HYDROXYBENZALDEHYDE FC1=C(C=O)C=CC(=C1O)F